BrC1=C(C=CC=C1)S(=O)(=O)N1C2CN(CC1CC2)C(=O)C2=CN=NN2 {8-[(2-bromophenyl)sulfonyl]-3,8-diazabicyclo[3.2.1]oct-3-yl}(1H-1,2,3-triazol-5-yl)methanone